tert-butyl (3R)-3-[[(3-ethoxy-2,2-dimethyl-3-oxo-propyl)amino]methyl]piperazine-1-carboxylate C(C)OC(C(CNC[C@@H]1CN(CCN1)C(=O)OC(C)(C)C)(C)C)=O